(Trans-3-(2H-indazol-2-yl)cyclobutyl)methanol N=1N(C=C2C=CC=CC12)[C@@H]1C[C@H](C1)CO